(2R)-2-(3-bromo-5-chloro-phenyl)piperazine BrC=1C=C(C=C(C1)Cl)[C@H]1NCCNC1